FC1=CC=C(C=C1)C(=O)N1CCC(CC1)CCCCNC(=O)C=1C=CC=2N(C1)C=CN2 N-(4-{1-[(4-fluorophenyl)carbonyl]piperidin-4-yl}butyl)imidazo[1,2-a]pyridine-6-carboxamide